4-(2-((tert-butyldimethylsilyl)oxy)ethyl)-2-isopropylpyridine [Si](C)(C)(C(C)(C)C)OCCC1=CC(=NC=C1)C(C)C